C1(CCCCC1)C1=CC=C(C=C1)N(C1=CC=2C(C3=CC=CC=C3C2C=C1)(C)C)C=1C=C(C=C(C1)C1=CC=C(C=C1)C1=CC(=CC(=C1)C(C)(C)C)C(C)(C)C)C(C)(C)C N-(4-cyclohexylphenyl)-N-(3,3'',5''-tri-tert-butyl-1,1':4',1''-terphenyl-5-yl)-9,9-dimethyl-9H-fluoren-2-amine